BrC1=C(C=CC(=C1)C)S(=O)(=O)N1[C@@H](CCC1)C(=O)OC Methyl ((2-bromo-4-methylphenyl)sulfonyl)-L-prolinate